N-(5-chloropyridin-2-yl)-2-(7-hydroxy-6-methoxy-4-methyl-2-oxo-2H-chromen-3-yl)acetamide ClC=1C=CC(=NC1)NC(CC=1C(OC2=CC(=C(C=C2C1C)OC)O)=O)=O